(2R,3R)-2-[[8-(benzylamino)-3-isopropyl-[1,2,4]triazolo[4,3-b]pyridazin-6-yl]amino]butane-1,3-diol C(C1=CC=CC=C1)NC=1C=2N(N=C(C1)N[C@H](CO)[C@@H](C)O)C(=NN2)C(C)C